2-[4-(3,5-dimethyl-6-oxo-1,6-dihydropyridazin-4-yl)-3-methylphenoxy]pyridine-3-carboxamide, hydrochloride salt Cl.CC1=NNC(C(=C1C1=C(C=C(OC2=NC=CC=C2C(=O)N)C=C1)C)C)=O